N-(5-(4-(2,6-dichloro-3,5-dimethoxyphenyl)imidazo[1,2-a][1,6]naphthyridin-8-yl)-4-methoxy-2-(1-oxa-8-azaspiro[4.5]decan-8-yl)phenyl)acrylamide ClC1=C(C(=C(C=C1OC)OC)Cl)C=1C=2N(C3=CC(=NC=C3C1)C=1C(=CC(=C(C1)NC(C=C)=O)N1CCC3(CCCO3)CC1)OC)C=CN2